propylthiopropane CCCSCCC